N1=CC=C(C=C1)CNC1=CC=C(C=C1)NC(CCCCCCC)=O N-(4-((Pyridin-4-ylmethyl)amino)phenyl)octanamid